4-(5-cyano-2-methoxyphenyl)-N-(5-(2-methoxy-cyclobutane-1-carbonyl)-5,6-dihydro-4H-pyrrolo[3,4-d]thiazol-2-yl)-6-methylnicotinamide C(#N)C=1C=CC(=C(C1)C1=CC(=NC=C1C(=O)NC=1SC2=C(N1)CN(C2)C(=O)C2C(CC2)OC)C)OC